[N+](=O)([O-])C1=CC=C(C=N1)N1CCC(CC1)NC(OC(C)(C)C)=O tert-butyl (1-(6-nitropyridin-3-yl)piperidin-4-yl)carbamate